(Z)-2-(4-((6-(isopropoxycarbonyl)-5-(4-methoxyphenyl)-7-methyl-3-oxo-5H-thiazolo[3,2-a]pyrimidin-2(3H)-ylidene)methyl)phenoxy)acetic acid C(C)(C)OC(=O)C1=C(N=C2N(C1C1=CC=C(C=C1)OC)C(/C(/S2)=C/C2=CC=C(OCC(=O)O)C=C2)=O)C